4-methyl-6-[1-(2,7-di-tert-butyl-9,9a-dihydro-4aH-fluoren-9-yl)-2-methylprop-1-en-1-yl]phenol CC1=CC=C(C(=C1)C(=C(C)C)C1C2=CC(=CC=C2C2C=CC(=CC12)C(C)(C)C)C(C)(C)C)O